FC=1C=C(C=CC1)CC(CC(=O)OCC)=O Ethyl 4-(3-fluorophenyl)-3-oxobutanoate